6-cyano-1-cyclobutylmethyl-1H-indole-2-carboxylic acid C(#N)C1=CC=C2C=C(N(C2=C1)CC1CCC1)C(=O)O